3-[2-(2-chlorobenzoyl)-1,2,3,4-tetrahydroisoquinolin-5-yl]-3-(7-methoxy-1-methyl-1H-benzo[d][1,2,3]triazol-5-yl)propanoic acid ClC1=C(C(=O)N2CC3=CC=CC(=C3CC2)C(CC(=O)O)C2=CC3=C(N(N=N3)C)C(=C2)OC)C=CC=C1